trans-4-[(5-fluoroindazol-2-yl)methyl]cyclohexanecarboxylic acid FC1=CC2=CN(N=C2C=C1)C[C@@H]1CC[C@H](CC1)C(=O)O